1-benzyl-3-((((1s,4s)-4-(3-fluorophenyl)cyclohexyl)oxy)methyl)piperidin-4-one C(C1=CC=CC=C1)N1CC(C(CC1)=O)COC1CCC(CC1)C1=CC(=CC=C1)F